C(C)(C)(C)N1C[C@H](N(C[C@H]1C)C1=C(C(=NC2=NC(=C(C=C12)F)C1=C(C=CC=C1OC)F)Cl)[N+](=O)[O-])C (3R,6R)-1-tert-butyl-3-methyl-4-(2-chloro-6-fluoro-7-(2-fluoro-6-methoxyphenyl)-3-nitro-1,8-naphthyridin-4-yl)-6-methylpiperazine